N-((1-((3-((2-((1,2,4-oxadiazol-3-yl)methoxy)-5-ethylphenyl)sulfonamido)-4-methoxybenzo[d]isoxazol-6-yl)methyl)-1H-pyrazol-4-yl)methyl)-2-fluoroacrylamide O1N=C(N=C1)COC1=C(C=C(C=C1)CC)S(=O)(=O)NC1=NOC2=C1C(=CC(=C2)CN2N=CC(=C2)CNC(C(=C)F)=O)OC